ClC1=C(C=C(C(=O)OCC(C)C)C=C1N)N 2-methylpropyl 4-chloro-3,5-diaminobenzoate